ClC1=C(CC=2C=C3C(C(=CN(C3=CC2)N(C)S(=O)(=O)C)C(=O)O)=O)C=CC=C1Cl 6-(2,3-Dichlorobenzyl)-1-(N-methanesulfonyl-N-methylamino)-4-oxo-1,4-dihydroquinoline-3-carboxylic acid